p-Nitrophenyl 2-acetamido-3-O-benzoyl-6-O-benzyl-2-deoxy-4-hydroxy-β-D-glucopyranoside C(C)(=O)N[C@H]1[C@H](OC2=CC=C(C=C2)[N+](=O)[O-])O[C@@H](C([C@@H]1OC(C1=CC=CC=C1)=O)(O)O)COCC1=CC=CC=C1